3-Allyloxybenzoic acid C(C=C)OC=1C=C(C(=O)O)C=CC1